C(C)(C)OC1=CC=CC2=C1OC=1CN(CCC12)CCCCOC1=CC=C2C=CC=NC2=C1 7-(4-(8-isopropoxy-3,4-dihydrobenzofuro[2,3-c]pyridin-2(1H)-yl)butoxy)quinoline